ClCC=1C=C(C(=NC1)F)NC1C(NC(CC1)=O)=O 3-((5-(chloromethyl)-2-fluoropyridin-3-yl)amino)piperidine-2,6-dione